3-(5-(((1s,2r)-2-(1,3-dihydro-2H-pyrrolo[3,4-c]pyridin-2-yl)cyclopentyl)oxy)-1-oxoisoindolin-2-yl)piperidine-2,6-dione C1N(CC=2C=NC=CC21)[C@H]2[C@H](CCC2)OC=2C=C1CN(C(C1=CC2)=O)C2C(NC(CC2)=O)=O